FC1(CCC(CC1)CC(=O)N1CC2=C(CC1)N=C(S2)N2C1CN(CC2CC1)C)F 2-(4,4-difluorocyclohexyl)-1-(2-(3-methyl-3,8-diazabicyclo[3.2.1]octan-8-yl)-6,7-dihydrothiazolo[5,4-c]pyridin-5(4H)-yl)ethan-1-one